C(C=C)OC=1C(=C(C=CC1)S(=O)(=O)N)[N+](=O)[O-] (allyloxy)-2-nitrobenzenesulfonamide